6-(4-(1-(aminomethyl)-5-((methyl-d3)amino)-4-oxo-3,4-dihydropyrido[3,4-d]pyridazin-7-yl)-1-methyl-1H-pyrazol-5-yl)-7-fluoro-2-oxo-1,2-dihydroquinoline-5-carbonitrile NCC=1C2=C(C(NN1)=O)C(=NC(=C2)C=2C=NN(C2C2=C(C=1C=CC(NC1C=C2F)=O)C#N)C)NC([2H])([2H])[2H]